CC1(C(C(=CC2(CN(C2)C(=O)C=2C(=NC(=NC2)C)C(F)(F)F)C1)C#N)=O)C 8,8-dimethyl-2-[2-methyl-4-(trifluoromethyl)pyrimidine-5-carbonyl]-7-oxo-2-azaspiro[3.5]non-5-ene-6-carbonitrile